(±)-2-[4-[(1S)-1-[(4,5-dichloro-6-methoxy-1-methyl-indole-2-carbonyl)amino]-2-hydroxy-ethyl]phenyl]butanoic Acid ClC1=C2C=C(N(C2=CC(=C1Cl)OC)C)C(=O)N[C@H](CO)C1=CC=C(C=C1)[C@H](C(=O)O)CC |&1:26|